CC1=NN(C(=C1)C)C=1C=CC(N(N1)C1CCN(CC1)C(=O)C=1C=NC(=CC1)OC(C)C)=O 6-(3,5-dimethylpyrazol-1-yl)-2-[1-(6-propan-2-yloxypyridine-3-carbonyl)piperidin-4-yl]pyridazin-3-one